indium-arsenic-telluride [As]=[Te].[In]